(R)-5-ethyl-8-hydroxy-3-methylisochroman-1-one C(C)C1=C2C[C@H](OC(C2=C(C=C1)O)=O)C